1-isopentyl-5-methyl-1H-pyrazol-3-amine C(CC(C)C)N1N=C(C=C1C)N